NCCCCCCC1=C(C=CC=C1)C=1N=C(SC1)NS(=O)(=O)C1=NC(=CC=C1)F N-[4-[2-(6-aminohexyl)phenyl]thiazol-2-yl]-6-fluoro-pyridine-2-sulfonamide